21-[4-[2,6-bis(4-morpholinyl)-4-pyrimidinyl]-1-piperazinyl]pregna-1,4-diene-3,20-dione N1(CCOCC1)C1=NC(=CC(=N1)N1CCN(CC1)CC([C@H]1CC[C@H]2[C@@H]3CCC4=CC(C=C[C@]4(C)[C@H]3CC[C@]12C)=O)=O)N1CCOCC1